C(C)(=O)O[C@]1(C(C)=O)CC[C@H]2[C@@H]3[C@@H]([C@H](C4=CC(OC[C@]4(C)[C@H]3CC[C@]12C)=O)Cl)O 6β-chloro-7α-hydroxy-3,20-dioxo-2-oxapregn-4-en-17-yl acetate